FC1=CC=C(\C=C\2/OC3=C(C2=O)C=CC(=C3)O)C=C1 (Z)-2-(4-fluorobenzylidene)-6-hydroxybenzofuran-3(2H)-one